4-[2-(N-(3,3-difluorocyclohexyl)-2-fluoro-anilino)-2-oxo-ethyl]-1-(2-pyridyl)piperidine-4-carboxylic acid FC1(CC(CCC1)N(C1=C(C=CC=C1)F)C(CC1(CCN(CC1)C1=NC=CC=C1)C(=O)O)=O)F